N-(4-(3-(2-aminopyrimidin-4-yl)-4-hydroxyphenoxy)-3-fluorophenyl)-1-(4-fluorophenyl)-2-oxo-6-(trifluoromethyl)-1,2-dihydropyridine-3-carboxamide NC1=NC=CC(=N1)C=1C=C(OC2=C(C=C(C=C2)NC(=O)C=2C(N(C(=CC2)C(F)(F)F)C2=CC=C(C=C2)F)=O)F)C=CC1O